cis-5-((5-(3-(4-(tert-butyl)pyrimidin-2-yl)cyclopentyl)-1H-pyrazol-3-yl)amino)-4-fluoro-2,3-dihydrobenzo[d]isothiazole 1,1-dioxide C(C)(C)(C)C1=NC(=NC=C1)[C@H]1C[C@H](CC1)C1=CC(=NN1)NC=1C=CC2=C(CNS2(=O)=O)C1F